CC1=C(C=C(C=C1)CCC(=O)O)CN1S(C2=C(OC3(C1)CC3)N=CC(=C2)C)(=O)=O 4-methyl-3-(3-((8'-methyl-1',1'-dioxidospiro[cyclopropane-1,4'-pyrido[2,3-b][1,4,5]oxathiazepin]-2'(3'H)-yl)methyl)phenyl)propanoic acid